4-chloro-2-(pyrrolidin-1-yl)pyrimidine-5-carbonitrile ClC1=NC(=NC=C1C#N)N1CCCC1